(5-(3-chlorophenyl)-4-(difluoromethyl)-3-hydroxypicolinoyl)glycine ClC=1C=C(C=CC1)C=1C(=C(C(=NC1)C(=O)NCC(=O)O)O)C(F)F